C1=NC=NC=2C=CN3C=CC=C3C21 pyrimidoindolizine